Cl.N1(CCNCC1)C=O piperazin-1-yl-methanone hydrochloride